3-(pyridin-4-yl)bicyclo[1.1.1]pentane-1-carboxylic acid N1=CC=C(C=C1)C12CC(C1)(C2)C(=O)O